C(C)OC(C[N+](CC#C)(C)C)OCC N-(2,2-diethoxyethyl)-N,N-dimethylprop-2-yn-1-aminium